(4-(7-fluoro-1,3-dihydro-2H-benzo[c]azepin-2-yl)-2,6-dimethylphenyl)-3,3-dimethylbutyramide FC1=CC2=C(CN(CC=C2)C2=CC(=C(C(=C2)C)C(C(=O)N)C(C)(C)C)C)C=C1